2-hexacosyl-sn-glycero-3-phosphate C(CCCCCCCCCCCCCCCCCCCCCCCCC)O[C@H](CO)COP(=O)(O)O